C(C1=CC=CC=C1)OC=1C2=CC=CC=C2C(=C2C=CC=CC12)OCC1=CC=CC=C1 9,10-di(benzyloxy)anthracene